OC1=C2C(C=C(OC2=CC(=C1)OC)C1=C(C=CC=C1)[O-])=O 2-(5-hydroxy-7-methoxy-4-oxo-4H-chromen-2-yl)phenolate